C(C)(C)(C)C1=CC=C(C=C1)/C=C/C=1OC(=CC(C1O)=O)CO (E)-2-(4-(tert-butyl)phenylvinyl)-3-hydroxy-6-(hydroxymethyl)-4H-pyran-4-one